8-[(1R)-1-[[6-Chloro-2-(2-oxa-6-azaspiro[3.3]heptan-6-yl)-3-pyridyl]amino]ethyl]-3,6-dimethyl-2-(3-pyridyl)chromen-4-one ClC1=CC=C(C(=N1)N1CC2(COC2)C1)N[C@H](C)C=1C=C(C=C2C(C(=C(OC12)C=1C=NC=CC1)C)=O)C